FC1=C(C2=C([C@@H](COC2)N2C[C@H](NCC2)C2=C(C=CC=C2)OC(C)C)C=C1)F (3R)-1-[(4S)-7,8-difluoro-3,4-dihydro-1H-2-benzopyran-4-yl]-3-(2-isopropoxyphenyl)piperazine